[7-(4-aminocinnolin-7-yl)-4-methyl-1-benzofuran-5-yl]boronic acid NC1=CN=NC2=CC(=CC=C12)C1=CC(=C(C=2C=COC21)C)B(O)O